COC1=C(C=CC(=N1)C1=CC=CC2=C1OC(CO2)CNC(=O)C2CCOCC2)NC2=CC=C(C=C2)CNCC2=NC=CC=C2 Tetrahydro-pyran-4-carboxylic acid {8-[6-methoxy-5-(4-{[(pyridin-2-ylmethyl)-amino]-methyl}-phenylamino)-pyridin-2-yl]-2,3-dihydro-benzo[1,4]dioxin-2-ylmethyl}-amide